tert-butyl (4-hydroxy-4-(7-morpholino-5-(3-(m-tolyl)-1H-pyrazol-1-yl)furo[3,2-b]pyridin-2-yl)butyl)(methyl)carbamate OC(CCCN(C(OC(C)(C)C)=O)C)C1=CC2=NC(=CC(=C2O1)N1CCOCC1)N1N=C(C=C1)C=1C=C(C=CC1)C